C[C@H]1CN(CCN1C=1C2=C(N=C(N1)OC[C@H]1N(CCC1)C([2H])([2H])[2H])CNCC2)C(=O)OCC2=CC=CC=C2 Benzyl (S)-3-methyl-4-(2-(((S)-1-(methyl-d3)pyrrolidin-2-yl) methoxy)-5,6,7,8-tetrahydropyrido[3,4-d]pyrimidin-4-yl)piperazine-1-carboxylate